N-[(Z)-4-cyanobut-3-enyl]-5-[4-(trifluoromethyl)phenyl]naphthalene-2-carboxamide C(#N)\C=C/CCNC(=O)C1=CC2=CC=CC(=C2C=C1)C1=CC=C(C=C1)C(F)(F)F